COC(=O)C1=CC2=CC(=C(C=C2C=C1N)Br)Br 3-amino-6,7-dibromo-2-naphthoic acid methyl ester